(1S,2R,4R)-2-{[(benzyloxy)carbonyl]amino}-4-[(methylsulfonyl)oxy]cyclohexanecarboxylate C(C1=CC=CC=C1)OC(=O)N[C@H]1[C@H](CC[C@H](C1)OS(=O)(=O)C)C(=O)[O-]